(S)-5-(2-(3-(2-(4-chlorothiophen-3-yl)ethyl)-3-(ethoxymethyl)pyrrolidin-1-yl)propan-2-yl)-2-methylpyridine ClC=1C(=CSC1)CC[C@]1(CN(CC1)C(C)(C)C=1C=CC(=NC1)C)COCC